Butyl-(1R,5S,6r)-6-((S)-2-methylpyrrolidine-1-carbonyl)-3-azabicyclo[3.1.0]hexane-3-carboxylate C(CCC)OC(=O)N1C[C@H]2C([C@H]2C1)C(=O)N1[C@H](CCC1)C